CC1=CC(CC1(C)C)OC(CBr)OCCC bromoacetaldehyde n-propyl 3,4,4-trimethyl-2-cyclopentenyl acetal